C(OCCC[Si](CCC[SiH2]C=C(C)C)(C)C)(OCC)=O [3-[dimethyl [3-(dimethylvinylsilyl) propyl] silyl] propyl] ethyl carbonate